tert-butyl (1-(2-hydroxyethyl)cyclobutyl)carbamate OCCC1(CCC1)NC(OC(C)(C)C)=O